(S)-6-((2-(3-aminopiperidin-1-yl)-6-methoxy-1H-benzo[d]imidazol-1-yl)methyl)nicotinonitrile 2,2,2-trifluoroacetate FC(C(=O)O)(F)F.N[C@@H]1CN(CCC1)C1=NC2=C(N1CC1=NC=C(C#N)C=C1)C=C(C=C2)OC